tert-butyl 7-(2-((4-cyanophenyl)amino)ethyl)-6,8-dioxa-2-azaspiro[3.5]nonane-2-carboxylate C(#N)C1=CC=C(C=C1)NCCC1OCC2(CN(C2)C(=O)OC(C)(C)C)CO1